Cl.Cl.N=1ON=C2C1C=CC(=C2)COC2=C(CC(CN1CCCCC1)N)C=C(C(=C2)OCC=2C(=C(C=CC2)C2=CC=CC=C2)Cl)Cl (2-(benzo[c][1,2,5]oxadiazol-5-ylmethoxy)-5-chloro-4-((2-chloro-[1,1'-biphenyl]-3-yl)methoxy)benzyl)-2-(piperidin-1-yl)ethan-1-amine dihydrochloride